C(C)(=O)C1=NC(=CC2=C1CNC2=O)N(C(C)C)C 4-acetyl-6-[methyl(propan-2-yl)amino]-2,3-dihydro-1H-pyrrolo[3,4-c]pyridin-1-one